6-(3-(triethoxysilyl)propylamino)-1,3,5-triazine-2,4-dithiol C(C)O[Si](CCCNC1=NC(=NC(=N1)S)S)(OCC)OCC